ClC=1C(=NC(=NC1)NC1=CC=C(C=C1)N1CCN(CC1)CC)NC1=C(C=CC=C1)C 5-chloro-N2-(4-(4-ethylpiperazin-1-yl)phenyl)-N4-(o-tolyl)pyrimidine-2,4-diamine